10-(Carboxymethyl)-9(10H)acridone C(=O)(O)CN1C=2C=CC=CC2C(C2=CC=CC=C12)=O